COC=1C=C(C=CC1OC)C1=CC2=NC=C(C=C2N1C)C=1C=NC(=CC1)N1CCN(CC1)C(C)C 2-(3,4-dimethoxyphenyl)-6-(6-(4-isopropylpiperazin-1-yl)pyridin-3-yl)-1-methyl-1H-pyrrolo[3,2-b]pyridine